ClC1=C(C=C(C=C1)C1=CC(=CC=C1)C(=O)N1CC(C1)F)CC(C(=O)NC1=CC=C(C=C1)C1=NN=CN1C)NC(=O)C=1C(=NOC1)C N-[1-[[2-chloro-5-[3-(3-fluoroazetidine-1-carbonyl)phenyl]phenyl]methyl]-2-[4-(4-methyl-1,2,4-triazol-3-yl)anilino]-2-oxo-ethyl]-3-methyl-isoxazole-4-carboxamide